(cis)-3-hydroxycyclobutanecarboxylic acid ethyl ester C(C)OC(=O)[C@@H]1C[C@@H](C1)O